OCCOCCOCCOCCOCCOCCOCCNC(C1=CC(=CC=C1)OC)=O N-(20-hydroxy-3,6,9,12,15,18-hexaoxaicosan-1-yl)-3-methoxybenzamide